4-azido-1-(7-morpholino-5-(3-(m-tolyl)-1H-pyrazol-1-yl)furo[3,2-b]pyridin-2-yl)but-2-yn-1-ol N(=[N+]=[N-])CC#CC(O)C1=CC2=NC(=CC(=C2O1)N1CCOCC1)N1N=C(C=C1)C=1C=C(C=CC1)C